BrC1=CC=CC(=N1)C1=NN=C(S1)C1(C(N(CC1)C)=O)O (5-(6-bromopyridin-2-yl)-1,3,4-thiadiazol-2-yl)-3-hydroxy-1-methylpyrrolidin-2-one